6-methyl-7-[[4-[3-(2-oxo-1-piperidyl)propylamino]-5-(trifluoromethyl)pyrimidin-2-yl]amino]-3,4-dihydro-1H-isoquinoline CC=1C=C2CCNCC2=CC1NC1=NC=C(C(=N1)NCCCN1C(CCCC1)=O)C(F)(F)F